[N+](=[N-])=CC(CC[C@H](NC(CC[C@H](NC([C@@H](NC(OCC1C2=CC=CC=C2C=2C=CC=CC12)=O)CC(C)C)=O)C(=O)OCC)=O)C(N[C@H](C(=O)OCC=C)CCC(C=[N+]=[N-])=O)=O)=O Allyl (5S,8S,13S,16S)-13,16-bis(4-diazo-3-oxobutyl)-8-(ethoxycarbonyl)-1-(9H-fluoren-9-yl)-5-isobutyl-3,6,11,14-tetraoxo-2-oxa-4,7,12,15-tetraazaheptadecan-17-oate